tert-butyl (2-(2-((2-chloro-3-(2,3-dichloropyridin-4-yl)phenyl)carbamoyl)-1-methyl-1,4,6,7-tetrahydro-5H-imidazo[4,5-c]pyridin-5-yl)-2-oxoethyl)(methyl)carbamate ClC1=C(C=CC=C1C1=C(C(=NC=C1)Cl)Cl)NC(=O)C=1N(C2=C(CN(CC2)C(CN(C(OC(C)(C)C)=O)C)=O)N1)C